ClC1=CC=C(C=C1)C(OCCCN1[C@H](CCC1)C)C1=CC=CC=C1 (2S)-1-{3-[(4-chlorophenyl)(phenyl)methoxy]propyl}-2-methylpyrrolidine